N[C@H](C1CCN(CC1)C(=O)[C@@H]1OCC[C@@H]1O)C1=C(C=C(C(=C1)Cl)Cl)O (2R,3S)-2-[4-[(R)-amino(4,5-dichloro-2-hydroxyphenyl)methyl]piperidine-1-carbonyl]oxolan-3-ol